C(C)N(C1=NC=CC(=C1)CNCC1=CC=C(C=C1)OC)CC N,N-diethyl-4-[[(4-methoxyphenyl)methylamino]methyl]pyridin-2-amin